C1C(CCC2CCCCC12)[N+]1(CCCC1)C 1-(decalin-2-yl)-1-methylpyrrolidinium